BrC1=NC=C(C(=C1)NC(OC(C)(C)C)=O)C tert-Butyl N-(2-bromo-5-methylpyridin-4-yl)carbamate